C(#N)C=1C(=CC(=NC1)NC(C1=CN=C(C=C1)C1=C(C=C(C=C1)C1=NOC(=N1)C)C(F)(F)F)=O)OCCN(C)C N-(5-Cyano-4-(2-(dimethylamino)ethoxy)pyridin-2-yl)-6-(4-(5-methyl-1,2,4-oxadiazol-3-yl)-2-(trifluoromethyl)phenyl)nicotinamid